(1s,4s)-4-Aminophenylcyclohexan-1-ol methyl-5-[5-(3-{[(benzyloxy)carbonyl]amino}propoxy)-1-(oxan-2-yl)-1H-indazol-3-yl]-3-fluoro-2-methylbenzoate CC1=C(C(=C(C(=O)OC2(CCCCC2)C2=CC=C(C=C2)N)C=C1C1=NN(C2=CC=C(C=C12)OCCCNC(=O)OCC1=CC=CC=C1)C1OCCCC1)C)F